C(C)(=O)C=1C=C2C=CC(=CC2=CC1)N(C)C 6-acetyl-2-dimethylaminonaphthalene